N-butyltrifluoromethanesulfonyl-amide C(CCC)[N-]S(=O)(=O)C(F)(F)F